Manganese selenide [Se-2].[Mn+2]